4-((1R,5S)-3,8-diazabicyclo[3.2.1]octan-3-yl)-7-(1,1-difluoro-2,3-dihydro-1H-inden-4-yl)-2-((tetrahydro-1H-pyrrolizin-7a(5H)-yl)methoxy)-5,6,7,8-tetrahydropyrido[3,4-d]pyrimidine [C@H]12CN(C[C@H](CC1)N2)C=2C1=C(N=C(N2)OCC23CCCN3CCC2)CN(CC1)C1=C2CCC(C2=CC=C1)(F)F